[Si](C)(C)(C(C)(C)C)OC(CN(CCCCN)CC(CCCCCCCCCC)O[Si](C)(C)C(C)(C)C)CCCCCCCCCC N1,N1-bis(2-((tert-butyldimethylsilyl)oxy)dodecyl)butane-1,4-diamine